C(CC)OCCCC(CC)NC(=O)N N-(3-propoxypropylpropyl)urea